CC1=CC(=NC(=N1)CCC)N1CC2(C=3C=NC(=CC31)NC(C)=O)CC2 N-(1'-(6-methyl-2-propylpyrimidin-4-yl)-1',2'-dihydrospiro[cyclopropane-1,3'-pyrrolo[3,2-c]pyridin]-6'-yl)acetamide